ClC=1C(=C(C(=O)OCCOCCN(C)C)C(=CC1)Cl)OC 2-(2-(dimethylamino)ethoxy)ethyl 3,6-dichloro-2-methoxybenzoate